N-Methylcarbamoyl Chloride CNC(=O)Cl